OCCC(CCO)=O 1,5-dihydroxy-3-pentanone